(aminomethyl)-1-(trans-3-hydroxycyclobutyl)-N,N-dimethyl-1H-pyrazole-5-carboxamide NCC1=NN(C(=C1)C(=O)N(C)C)[C@@H]1C[C@H](C1)O